tert-butyl (R)-4-(1-((7-(difluoromethyl)-2-methylimidazo[1,2-a]pyridin-6-yl)carbamoyl)-2,3-dihydro-1H-pyrrolo[2,3-b]pyridin-4-yl)-2-methylpiperazine-1-carboxylate FC(C1=CC=2N(C=C1NC(=O)N1CCC=3C1=NC=CC3N3C[C@H](N(CC3)C(=O)OC(C)(C)C)C)C=C(N2)C)F